FC=1C=CC2=C(N(C(=N2)C2=NON=C2C)CC=2C=NC=CC2)C1F 3-[6,7-difluoro-1-(pyridin-3-ylmethyl)benzoimidazol-2-yl]-4-methyl-1,2,5-oxadiazole